ClC=1C=2N(C=CN1)C(=C(C2C2=CC=C(C=C2)OC)C2=CC=C(C=C2)[N+](=O)[O-])C 1-chloro-8-(4-methoxyphenyl)-6-methyl-7-(4-nitrophenyl)-pyrrolo[1,2-a]pyrazine